N[C@H](C=1OC2=C(N1)C=C(C=C2F)[C@@H](COC)N2C(N[C@@H](C2)C(F)(F)F)=O)C2CCC(CC2)(F)F (S)-1-((S)-1-(2-((S)-amino(4,4-difluorocyclohexyl)methyl)-7-fluorobenzo[d]-oxazol-5-yl)-2-methoxyethyl)-4-(trifluoromethyl)imidazolidin-2-one